C(C1=CC=CC=C1)NC(=O)C1=CC(=C(C=C1)Cl)C(=O)NC1=CC=CC=C1 N1-benzyl-4-chloro-N3-phenylbenzene-1,3-dicarboxamide